trans-tert-butyl (4-(5-(4-chlorophenyl)-1,3,4-thiadiazol-2-yl)cyclohexyl)carbamate ClC1=CC=C(C=C1)C1=NN=C(S1)[C@@H]1CC[C@H](CC1)NC(OC(C)(C)C)=O